2'-amino-N-(5-chloro-6-(2H-1,2,3-triazol-2-yl)pyridin-3-yl)-2-(cyclopent-1-en-1-yl)-4'-fluoro-5-methyl-[1,1'-biphenyl]-4-formamide NC1=C(C=CC(=C1)F)C1=C(C=C(C(=C1)C)C(=O)NC=1C=NC(=C(C1)Cl)N1N=CC=N1)C1=CCCC1